N,N-diethyl-2-methyl-7-(1,4-dioxaspiro[4.5]dec-7-en-8-yl)-2H-indazole-4-carboxamide C(C)N(C(=O)C=1C2=CN(N=C2C(=CC1)C1=CCC2(OCCO2)CC1)C)CC